C1(CC1)C1=C(C=C(C(=O)O)C=C1)S(NC1=C(C=CC(=C1)C(F)(F)F)C1=NSC=C1)(=O)=O 4-cyclopropyl-3-(N-(2-(isothiazol-3-yl)-5-(trifluoromethyl)phenyl)sulfamoyl)benzoic Acid